P(=O)(OOCCCC)(OCC)[O-] butoxy ethyl phosphate